CC1=NN(C(C1C(=O)OC1=CC=C(C=C1)[N+](=O)[O-])=O)C1=CC=C2C=NN(C2=C1)S(=O)(=O)C1=CC=C(C)C=C1 4-nitrophenyl 3-methyl-5-oxo-1-(1-tosyl-1H-indazol-6-yl)-4,5-dihydro-1H-pyrazole-4-carboxylate